benzyl (S)-2-amino-2-cyclopentylacetate N[C@H](C(=O)OCC1=CC=CC=C1)C1CCCC1